pentaerythritol tris[(3-(1-aziridinyl) propionate)] N1(CC1)CCC(=O)OCC(COC(CCN1CC1)=O)(COC(CCN1CC1)=O)CO